C(#N)C1=CC(=C(C=C1)CCCC(=O)O)NC(=O)[C@@H]1C[C@]12CCC1=CC=C(C=C21)C(NC)=O 4-[4-cyano-2-({[(1R,2R)-6'-(methylcarbamoyl)-2',3'-dihydrospiro[cyclopropane-1,1'-inden]-2-yl]carbonyl}amino)phenyl]butanoic acid